C(C1=CC=CC=C1)N1C(=NC2=C1C=CC=C2)NC(CC2=CC(=C(OC1=C(C(=O)N)C=CC=N1)C=C2)Cl)=O 2-(4-(2-((1-benzyl-1H-benzo[d]imidazol-2-yl)amino)-2-oxoethyl)-2-chlorophenoxy)nicotinamide